OC1CCC(CC1)C=1N=C2C(=NC1)N=C(S2)NC(C2=CN=C(C=C2C2=C(C=CC=C2)OC)C)=O N-(6-(4-Hydroxycyclohexyl)thiazolo[4,5-b]pyrazin-2-yl)-4-(2-methoxyphenyl)-6-methylnicotinamide